C(C)C(CC(C(=O)[O-])S)CCCC.C(C)C(CC(C(=O)[O-])S)CCCC.C[Sn+2]C dimethyltin bis(2-ethylhexyl thioglycolate)